C(CCCC(C)(C)C)(=O)OCC1CO1 glycidyl neooctanoate